[I-].C(C)(C)(C)OC(=O)N1CCN(CC1)C(=O)N1C=[N+](C=C1)C 1-(4-(tert-butoxycarbonyl)piperazine-1-carbonyl)-3-methyl-1H-imidazol-3-ium iodide